Cl.C1(CC1)NC(C1=C(C=C(C(=C1)C=1C=NN(C1)C1=CN=C2N1C=C(C(=C2)OCC)C2(CCNCC2)F)C)F)=O N-cyclopropyl-5-{1-[7-ethoxy-6-(4-fluoro-piperidin-4-yl)-imidazo[1,2-a]pyridin-3-yl]-1H-pyrazol-4-yl}-2-fluoro-4-methyl-benzamide hydrochloride